[6-([1,2,4]triazolo[1,5-a]pyridin-6-yl)-3,6-dihydro-2H-pyran-4-yl]boronic acid N=1C=NN2C1C=CC(=C2)C2C=C(CCO2)B(O)O